NCCN[C@@H](CS)C(=O)O 2-aminoethyl-L-cysteine